7-(3-(6-(difluoromethoxy)-4-methylpyridin-3-yl)-7,8-dihydro-1,6-naphthyridin-6(5H)-yl)-8-methyl-4H-pyrimido[1,2-b]pyridazin-4-one FC(OC1=CC(=C(C=N1)C=1C=NC=2CCN(CC2C1)C=1C(=CC=2N(N1)C(C=CN2)=O)C)C)F